1-(4-(1H-tetrazol-5-yl)phenyl)-N-(3-(1,1-difluoroethyl)phenyl)-3-methyl-5-oxo-4,5-dihydro-1H-pyrazole-4-carboxamide N1N=NN=C1C1=CC=C(C=C1)N1N=C(C(C1=O)C(=O)NC1=CC(=CC=C1)C(C)(F)F)C